(R)-7-fluoro-2-(5-(methoxy-d3)-4-((6-oxo-5-(trifluoromethyl)-1,6-dihydropyridazin-4-yl)amino)pentyl)-6-(5-(trifluoromethyl)pyrimidin-2-yl)isoquinolin-1(2H)-one FC1=C(C=C2C=CN(C(C2=C1)=O)CCC[C@H](COC([2H])([2H])[2H])NC=1C=NNC(C1C(F)(F)F)=O)C1=NC=C(C=N1)C(F)(F)F